8,9-Difluoro-1-(methylamino)-1,5-dihydro-2H-thiopyrano[3,4-c]isoquinolin FC=1C(=CC2=C3C(NC=C2C1)=CSCC3NC)F